C(#N)C1(CC1)C=1C=C(C(=O)NC(C)C2=NC=CN=C2C2=NC=C(C=C2)F)C=C(C1)C(F)(F)F 3-(1-cyanocyclopropyl)-N-[1-[3-(5-fluoro-2-pyridyl)pyrazin-2-yl]ethyl]-5-(trifluoromethyl)benzamide